4-((2R,3S,5R)-3-(3,4-difluoro-2-methoxyphenyl)-5-methyl-5-(trifluoromethyl)tetrahydrothiophene-2-carboxamido)-3-methylpicolinamide FC=1C(=C(C=CC1F)[C@H]1[C@@H](S[C@](C1)(C(F)(F)F)C)C(=O)NC1=C(C(=NC=C1)C(=O)N)C)OC